methyl (S,E)-(7-(dimethylamino)-1-((1-((6-isobutoxy-9H-purin-8-yl)methyl)-2-oxo-1,2-dihydropyridin-3-yl)amino)-1,7-dioxohept-5-en-2-yl)carbamate CN(C(/C=C/CC[C@@H](C(=O)NC=1C(N(C=CC1)CC=1NC2=NC=NC(=C2N1)OCC(C)C)=O)NC(OC)=O)=O)C